C(C)[Hf](C1(C=CC2=CC=3CCCC3C=C12)C)C1C(=C(C(=C1C)C)C)C ethyltetramethylcyclopentadienyl(1-methyl-1,5,6,7-tetrahydro-s-indacenyl)hafnium